BrC1=CC=C2C(=NC(=NC2=C1F)Cl)N1CC(CCC1)(O)C 1-(7-Bromo-2-chloro-8-fluoroquinazolin-4-yl)-3-methylpiperidin-3-ol